2-chloro-N-[2-(4-cyanophenyl)ethyl]-5-(3-cyclopropyl-phenoxy)pyridine-4-carboxamide ClC1=NC=C(C(=C1)C(=O)NCCC1=CC=C(C=C1)C#N)OC1=CC(=CC=C1)C1CC1